6-[2-[(1S)-1-aminoethyl]imidazo[4,5-b]pyridin-3-yl]pyridine-3-carbonitrile Hydrochloride Cl.N[C@@H](C)C1=NC=2C(=NC=CC2)N1C1=CC=C(C=N1)C#N